BrC1=CC=CCN1C1=CC(=C(C=C1)NC1=NC(=NC=C1OC)N1CCNCC1)C(F)(F)F 6-bromo-N-(4-((5-methoxy-2-(piperazin-1-yl)pyrimidin-4-yl)amino)-3-(trifluoromethyl)phenyl)pyridine